4-[4-fluoro-1-(5-fluoro-4-methyl-pyrimidin-2-yl)piperidine-4-carbonyl]-3,5-dihydro-2H-pyrido[3,4-f][1,4]oxazepine-9-carbonitrile FC1(CCN(CC1)C1=NC=C(C(=N1)C)F)C(=O)N1CCOC2=C(C1)C=NC=C2C#N